5-(5-(piperazin-1-yl)indolin-1-yl)piperidine-2,6-dione hydrochloride Cl.N1(CCNCC1)C=1C=C2CCN(C2=CC1)C1CCC(NC1=O)=O